N1(CCCCC1)CCN1C=NC2=CC=CC=C2C1=O 3-(2-(piperidin-1-yl)ethyl)quinazolin-4(3H)-one